ClC=1C=CC=2C(C=3N(CC2C1)C=CC3)=O 7-chloropyrrolo[1,2-b]isoquinolin-10(5H)-one